(4-fluorobenzofuran-7-yl)boronic acid FC1=CC=C(C2=C1C=CO2)B(O)O